N1C(=NCC2=CC=CC=C12)SCC=1N2C(SC1)=NC(C2)CC2=CC(=CC=C2)C 3-(((1,4-dihydroquinazolin-2-yl)thio)methyl)-6-(3-methylbenzyl)-5,6-dihydroimidazo[2,1-b]thiazole